fluoro-5-(5-(4-(1-(trifluoromethyl)cyclopropyl)phenyl)-3,4-dihydro-quinolin-1(2H)-yl)-[1,2,4]triazolo[4,3-a]quinazolin-8-amine FC1=NN=C2N1C1=CC(=CC=C1C(=N2)N2CCCC1=C(C=CC=C21)C2=CC=C(C=C2)C2(CC2)C(F)(F)F)N